6-[(3S,4S)-1-(2-fluorobenzyl)-4-methylpyrrolidin-3-yl]-1-(tetrahydro-2H-pyran-4-yl)-1,5-dihydro-4H-pyrazolo[3,4-d]pyrimidin-4-one FC1=C(CN2C[C@H]([C@@H](C2)C)C=2NC(C3=C(N2)N(N=C3)C3CCOCC3)=O)C=CC=C1